(3S,6R,7R)-6-(2-Bromobenzyl)-6-hydroxy-12-methoxy-3-methyl-1,11-dioxo-N-(2,4,6-trifluorobenzyl)-1,4,5,6,7,11-hexahydro-3H-2,7-methanopyrido[1,2-a][1,4]diazonine-10-carboxamide BrC1=C(C[C@@]2(CC[C@@H](N3C(C=4N([C@@H]2C3)C=C(C(C4OC)=O)C(=O)NCC4=C(C=C(C=C4F)F)F)=O)C)O)C=CC=C1